N[C@@H](CCSC)C(=O)O L-METHIONINE